CC1([C@H]2CN=C[C@@H]12)C (1r,5s)-6,6-dimethyl-3-azabicyclo[3.1.0]hex-2-ene